1-(1-(trifluoromethyl)cyclobutane-1-carbonyl)piperidin FC(C1(CCC1)C(=O)N1CCCCC1)(F)F